6-(2,6-difluoro-4-(2-methyl-7-(trifluoromethoxy)-2H-indazol-4-yl)benzyl)-6,7-dihydro-5H-pyrrolo[3,4-b]pyridin-5-one-7,7-d2 FC1=C(CN2C(C3=NC=CC=C3C2=O)([2H])[2H])C(=CC(=C1)C=1C2=CN(N=C2C(=CC1)OC(F)(F)F)C)F